C1(C=CC(N1C=1C=C(OC2=C(C=C(C(=C2)C(C)(C)C)OC2=CC(=CC=C2)N2C(C=CC2=O)=O)C(C)(C)C)C=CC1)=O)=O 1,4-bis(3-maleimidophenoxy)-2,5-di-tert-butylbenzene